CC1C(CCCC1)CC1(C(CCCC1)N)C 2-[(2-methylcyclohexyl)methyl]-2-methylcyclohexylamine